1-((2R,3R,4R,5R)-3,4-diacetoxy-5-(acetoxymethyl)tetrahydrofuran-2-yl)-3-((2-(1,3-diethyl-2,6-dioxo-1,2,3,6-tetrahydro-7H-purin-7-yl)ethoxy)carbonyl)pyridine C(C)(=O)O[C@H]1[C@@H](O[C@@H]([C@H]1OC(C)=O)COC(C)=O)N1CC(=CC=C1)C(=O)OCCN1C=NC=2N(C(N(C(C12)=O)CC)=O)CC